3-(5-(3-fluoro-4-methyl-5-(6-morpholinoimidazo[1,2-a]pyridine-3-carboxamido)phenyl)-1,2,4-oxadiazol-3-yl)azetidine-1-carboxylic acid methyl ester COC(=O)N1CC(C1)C1=NOC(=N1)C1=CC(=C(C(=C1)NC(=O)C1=CN=C2N1C=C(C=C2)N2CCOCC2)C)F